N(=C=O)CC1=CC=C(C=C1)CN=C=O 1,4-Bis(isocyanatomethyl)benzene